C[C@H]1N([C@H](CC1)C)C(=O)C1=C(C=CC(=C1)F)C=1C=2N(C=C(C1)N1CCN(CC1)C(=O)OC(C)(C)C)C(=NC2)C tert-Butyl 4-(8-{2-[(2R,5S)-2,5-dimethylpyrrolidine-1-carbonyl]-4-fluorophenyl}-3-methylimidazo[1,5-a]pyridin-6-yl)piperazine-1-carboxylate